FC1=C(C=CC(=C1F)C)B(O)O 2,3-difluoro-4-methylbenzeneboronic acid